C(=O)C=1C(=NNC1)C(=O)N(CC1=CC=C(C=C1)OC)CC1=CC=C(C=C1)OC 4-formyl-N,N-bis[(4-methoxyphenyl)methyl]pyrazole-3-carboxamide